(1S,2R)-2-((S)-5-Bromo-8-((5-methylisoxazol-3-yl)methoxy)-1-((1-oxoisoindolin-2-yl)methyl)-1,2,3,4-tetrahydroisochinolin-2-carbonyl)cyclohexan BrC1=C2CCN([C@@H](C2=C(C=C1)OCC1=NOC(=C1)C)CN1C(C2=CC=CC=C2C1)=O)C(=O)C1CCCCC1